(1s,4s)-4-((2-((2-(1-(Cyclopropylsulfonyl)-1H-pyrazol-4-yl)pyrimidin-4-yl)amino)-5-((1-methyl-1H-pyrazol-4-yl)ethynyl)pyridin-4-yl)amino)-1-methylcyclohexan-1-ol C1(CC1)S(=O)(=O)N1N=CC(=C1)C1=NC=CC(=N1)NC1=NC=C(C(=C1)NC1CCC(CC1)(O)C)C#CC=1C=NN(C1)C